C(C)O[Si](CCCSSSSCCC[Si](OCC)(OCC)OCC)(OCC)OCC di-(gamma-triethoxysilylpropyl) tetrasulfide